4-methyl-3-[(2-methyl-6-pyridin-3-ylpyrazolo[3,4-d]pyrimidin-4-yl)amino]-N-[3-(trifluoromethyl)phenyl]benzamide CC1=C(C=C(C(=O)NC2=CC(=CC=C2)C(F)(F)F)C=C1)NC=1C=2C(N=C(N1)C=1C=NC=CC1)=NN(C2)C